O=C1O[C@H](CC12CCN(CC2)C(=O)OC(C)(C)C)CCOS(=O)(=O)C2=CC=C(C)C=C2 tert-butyl (R)-1-oxo-3-(2-(tosyloxy)ethyl)-2-oxa-8-azaspiro[4.5]decane-8-carboxylate